6-(tert-butyl)-2-oxo-10-((tetrahydro-2H-pyran-4-yl)methoxy)-6,7-dihydro-2H-pyrido[2',1':3,4]pyrazino[1,2-b]indazole-3-carboxylic acid ethyl ester C(C)OC(=O)C=1C(C=C2N(C(CN3N=C4C(=CC=CC4=C32)OCC3CCOCC3)C(C)(C)C)C1)=O